C1(=CC=C(C=C1)[C@H]([C@H](C(=O)OCC)CNC(C1=CC=CC=C1)=O)O)C1=CC=CC=C1 ethyl (2R,3S)-3-([1,1'-biphenyl]-4-yl)-2-(benzoylaminomethyl)-3-hydroxypropionate